C(CCCCCCCCC)(=O)OCN1C(C=CC2=CC=C(C=C12)CCN1CCN(CC1)C1=CC(=CC=2SC=CC21)F)=O (7-(2-(4-(6-fluorobenzo[b]thiophen-4-yl)piperazin-1-yl)ethyl)-2-oxoquinolin-1(2H)-yl)methyl decanoate